ClC1=CC=CC(=N1)C12CNCCC1OC(N2)=O 3a-(6-chloropyridin-2-yl)hexahydrooxazolo[4,5-c]Pyridin-2(3H)-one